3-(2-(2,4-dioxotetrahydropyrimidin-1(2H)-yl)-1,3-dioxoisoindolin-5-yl)propyl 4-methylbenzenesulfonate CC1=CC=C(C=C1)S(=O)(=O)OCCCC=1C=C2C(N(C(C2=CC1)=O)N1C(NC(CC1)=O)=O)=O